zirconium chloride [Cl-].[Zr+4].[Cl-].[Cl-].[Cl-]